5-(2-chlorophenoxy)-3-((pyridin-2-ylmethyl)amino)-4H-benzo[e][1,2,4]thiadiazine 1,1-dioxide ClC1=C(OC2=CC=CC3=C2NC(=NS3(=O)=O)NCC3=NC=CC=C3)C=CC=C1